FC(C1=CC=C(OC2CCC3=CC=C(C=C23)NC(C=C)=O)C=C1)(F)F N-(3-(4-(trifluoromethyl)phenoxy)-2,3-dihydro-1H-inden-5-yl)acryl-amide